C(C)C1=C(C=CC(=C1)O)N1C(C=CC1=O)=O N-(2-ethyl-4-hydroxyphenyl)maleimide